2-pentyl-9,10-di(n-propoxy)anthracene C(CCCC)C1=CC2=C(C3=CC=CC=C3C(=C2C=C1)OCCC)OCCC